C(C)O[Si](CCCCC=C)(OCC)OCC Triethoxy(5-hexenyl)silane